[Na].ON1C=C(C=C2C(C=C3OC=4C=CC=CC4NC3=C21)=O)C(=O)O 1-hydroxy-5-oxo-5H-pyrido-[3,2]-phenoxazine-3-carboxylic acid sodium